N-(3-amino-4-(2-chloro-5-fluorophenoxy)-7-(pyridin-2-ylethynyl)-1-(2-((tetrahydro-2H-pyran-2-yl)oxy)ethyl)-1H-indazol-5-yl)-3-fluoro-5-(trifluoromethyl)benzamide NC1=NN(C2=C(C=C(C(=C12)OC1=C(C=CC(=C1)F)Cl)NC(C1=CC(=CC(=C1)C(F)(F)F)F)=O)C#CC1=NC=CC=C1)CCOC1OCCCC1